C(C1=CC=CC=C1)OC1=C2C[C@H](N(CC2=CC=C1OC)C=1OC=2C=NC=CC2N1)C(=O)O (S)-5-(benzyloxy)-6-methoxy-2-(oxazolo[5,4-c]pyridin-2-yl)-1,2,3,4-tetrahydroisoquinoline-3-carboxylic acid